ClC1=CN=C(S1)C=1C=C(OC[C@H]2CN(CCO2)C(=O)OC(C)(C)C)C=C(C1)C(N[C@H](C)C=1C=NC(=NC1)C(F)(F)F)=O Tert-butyl (2R)-2-[[3-(5-chlorothiazol-2-yl)-5-[[(1R)-1-[2-(trifluoromethyl) pyrimidin-5-yl]ethyl]carbamoyl] phenoxy] methyl]morpholine-4-carboxylate